CN1N=C(C2=CC=C(C=C12)C(C)(C)O)NC=1C=NN(C1C(F)(F)F)C 2-(1-methyl-3-{[1-methyl-5-(trifluoromethyl)-1H-pyrazol-4-yl]amino}-1H-indazol-6-yl)propan-2-ol